BrC=1C=CC=C2N=CC(=NC12)C=1C=NN(C1)CCCCCCNC(OC(C)(C)C)=O tert-butyl (6-(4-(8-bromoquinoxalin-2-yl)-1H-pyrazol-1-yl)hexyl)carbamate